C(C=C)[C@@]1([C@@H](CCC1)O)C (1R,2R)-2-ALLYL-2-METHYLCYCLOPENTANOL